4-{[(2s,3s,4s)-3-ethyl-4-fluoro-5-oxopyrrolidin-2-yl]methoxy}-6-methoxyisoquinoline-7-carboxamide C(C)[C@H]1[C@H](NC([C@H]1F)=O)COC1=CN=CC2=CC(=C(C=C12)OC)C(=O)N